(S)-N-(3-(4-chlorophenyl)isoxazol-5-yl)-1-cyano-N-methylpyrrolidine-2-carboxamide ClC1=CC=C(C=C1)C1=NOC(=C1)N(C(=O)[C@H]1N(CCC1)C#N)C